2-((2-methylquinolin-6-yl)oxy)-1-morpholinoethan-1-one CC1=NC2=CC=C(C=C2C=C1)OCC(=O)N1CCOCC1